CC(C(=O)S)O (+)-thiolactic acid